6-azaspiro[4.5]decane C1CCCC12NCCCC2